Cl.O=C1N(CC2=CC(=CC=C12)C1CCNCC1)C1C(NC(CC1)=O)=O 3-[1-oxo-5-(4-piperidyl)isoindolin-2-yl]piperidine-2,6-dione, hydrochloride